3-chloro-2,4-difluoro-6-((4-fluoro-2-methylphenyl)amino)benzoic acid ClC=1C(=C(C(=O)O)C(=CC1F)NC1=C(C=C(C=C1)F)C)F